C(#N)[C@@]1(CC12CC2)C=2C=C1C=C(N=CC1=CC2)NC(=O)[C@@H]2[C@H](C2)C=2C=NN(C2C(F)(F)F)C (1S,2S)-N-(6-((R)-1-cyanospiro[2.2]pentan-1-yl)isoquinolin-3-yl)-2-(1-methyl-5-(trifluoromethyl)-1H-pyrazol-4-yl)cyclopropane-1-carboxamide